(S)-2-(4-(6-(3,5-dimethylisoxazol-4-yl)-4-(3-phenylmorpholino)quinazolin-2-yl)piperazin-1-yl)acetamide CC1=NOC(=C1C=1C=C2C(=NC(=NC2=CC1)N1CCN(CC1)CC(=O)N)N1[C@H](COCC1)C1=CC=CC=C1)C